C(C)N1C2CCC(C1COC=1C=C3CN(C(C3=CC1)=O)N1C(CCCC1=O)=O)C2 (5-((endo-2-ethyl-2-azabicyclo[2.2.1]heptan-3-yl)methoxy)-1-oxoisoindolin-2-yl)piperidine-2,6-dione